C(#N)C1CN(C1)S(=O)(=O)N1C[C@H](CCC1)C(=O)N1[C@H](C[C@H](C1)O)C(=O)NCC1=CC=C(C=C1)C(F)(F)F (4R)-1-(((3S)-1-((3-cyano-1-azetidinyl)sulfonyl)-3-piperidinyl)carbonyl)-4-hydroxy-N-(4-(trifluoromethyl)benzyl)-D-prolinamide